C(CCCCCC\C=C/CCCCCCCC)C1OCC(O1)CS(=O)(=O)O (Z)-(2-(heptadec-8-en-1-yl)-1,3-dioxolan-4-yl)methanesulfonic acid